BrC1=C(N)C(=CC(=C1)[N+](=O)[O-])[N+](=O)[O-] 2-bromo-4,6-dinitroaniline